Cl.N[C@H](C(=O)O)CC1=CC=C(C=C1)C1=NOC(=N1)C1=CC=C(C=C1)OCC1=CC=CC=C1 (S)-2-amino-3-(4-(5-(4-(benzyloxy)phenyl)-1,2,4-oxadiazol-3-yl)phenyl)propanoic acid hydrochloride